rac-(4s,5r)-5-(2-chlorophenyl)-1-(4-methoxybenzyl)-3-methyl-4-nitropyrrolidin-2-one ClC1=C(C=CC=C1)[C@@H]1[C@H](C(C(N1CC1=CC=C(C=C1)OC)=O)C)[N+](=O)[O-] |r|